ethylene 2,4-cyclohexanedicarboxylate C1C2CC(CC1)C(=O)OCCOC2=O